ClC=1C=C(C=C(C1)Cl)C1(CC(=NO1)N1CC2=C(C1)C=C(S2)C(=O)NCC=2OC(=NN2)C)C(F)(F)F 5-(5-(3,5-dichlorophenyl)-5-(trifluoromethyl)-4,5-dihydroisoxazol-3-yl)-N-((5-methyl-1,3,4-oxadiazol-2-yl)methyl)-5,6-dihydro-4H-thieno[2,3-c]pyrrole-2-carboxamide